oleoyl-sn-glycero-3-phosphoryl-glycerol C(CCCCCCC\C=C/CCCCCCCC)(=O)C(OP(OC[C@@H](CO)O)(=O)O)C(O)CO